OC1=C2C3C(C(OC2=CC(=C1)CCC#CC(=O)OC)(C)C)CC=C(C3)C Methyl 5-(1-hydroxy-6,6,9-trimethyl-6a,7,10,10a-tetrahydrobenzo[c]chromen-3-yl)pent-2-ynoate